(S)-5-(2-Aminoimidazo[1,2-a]pyridin-6-yl)-2-(1-cyclopropylethyl)-7-(difluoromethoxy)isoindolin-1-one NC=1N=C2N(C=C(C=C2)C=2C=C3CN(C(C3=C(C2)OC(F)F)=O)[C@@H](C)C2CC2)C1